[4-Methanesulfonyl-3-(trifluoromethyl)phenyl]boronic acid CS(=O)(=O)C1=C(C=C(C=C1)B(O)O)C(F)(F)F